2-[2-[[5-[3-(trimethylammonio)propyl]-1,3-benzothiazol-2-yl]methylcarbamoyl]indan-2-yl]acetate C[N+](CCCC=1C=CC2=C(N=C(S2)CNC(=O)C2(CC3=CC=CC=C3C2)CC(=O)[O-])C1)(C)C